C[C@H](C(=O)OC[C@@H]1[C@H]([C@H]([C@@H](O1)N1C(=O)N=C(N)C=C1)N)O)SCC1=C(C(=C2C(C(C3(C(=C12)C)CC3)(C)O)=O)SCC(=O)OC)C 2'-amino-2'-deoxycytidine 5'-methyl-(R)-2-(((6'-hydroxy-1'-((2-methoxy-2-oxoethyl)thio)-2',4',6'-trimethyl-7'-oxo-6',7'-dihydrospiro[cyclopropane-1,5'-inden]-3'-yl)methyl)thio)acetate